(R)-N-(4-(3,5-dimethylisoxazol-4-yl)-2-nitrophenyl)-2-methyl-4,5,6,7-tetrahydrobenzo[d]thiazol-6-amine CC1=NOC(=C1C1=CC(=C(C=C1)N[C@H]1CC2=C(N=C(S2)C)CC1)[N+](=O)[O-])C